2-(tert-butyl) 8-ethyl 6-(pyrazine-2-carbonyl)-2,6-diazaspiro[3.4]octane-2,8-dicarboxylate N1=C(C=NC=C1)C(=O)N1CC2(CN(C2)C(=O)OC(C)(C)C)C(C1)C(=O)OCC